C1=CC=CC=2C3=CC=CC=C3C(C12)COC(=O)N1CCN(CCN(CCN(CC1)CC(=O)[O-])C(CCCC1=CC=C(C=C1)I)=O)CC(=O)[O-] 2,2'-(4-(((9H-fluoren-9-yl)methoxy)carbonyl)-10-(4-(4-iodophenyl)butanoyl)-1,4,7,10-tetraazacyclododecane-1,7-diyl)diacetate